ClC1(CS(CC1(Cl)Cl)(=O)=O)Cl 3,3,4,4-tetrachlorotetrahydrothiophene-1,1-dioxide